(R)-5-((((6-(2-chloro-3-(3-chloro-2-(3-fluoro-4-((((S)-2-hydroxypropyl)amino)methyl)-5-methoxyphenyl)pyridin-4-yl)phenyl)-2-methoxypyridin-3-yl)methyl)amino)methyl)pyrrolidin-2-one ClC1=C(C=CC=C1C1=C(C(=NC=C1)C1=CC(=C(C(=C1)OC)CNC[C@H](C)O)F)Cl)C1=CC=C(C(=N1)OC)CNC[C@H]1CCC(N1)=O